tert-butyl (R)-2-ethyl-7-hydroxy-2-methyl-2,3-dihydropyrido[2,3-f][1,4]oxazepine-4(5H)-carboxylate C(C)[C@]1(OC2=C(CN(C1)C(=O)OC(C)(C)C)N=C(C=C2)O)C